2-(3-(4-(7H-pyrrolo[2,3-d]pyrimidin-4-yl)-1H-pyrazol-1-yl)-1-(ethylsulfinyl)azetidin-3-yl)acetonitrile N1=CN=C(C2=C1NC=C2)C=2C=NN(C2)C2(CN(C2)S(=O)CC)CC#N